((1H-tetrazol-5-yl)methyl)-2-amino-9-((2R,3S,4S,5R)-4-fluoro-3-hydroxy-5-(hydroxymethyl)tetrahydrofuran-2-yl)-7,9-dihydro-8H-purin-8-one N1N=NN=C1CN1C(N(C2=NC(=NC=C12)N)[C@@H]1O[C@@H]([C@H]([C@H]1O)F)CO)=O